((2R,4R)-1-(tert-butoxycarbonyl)-4-phenylpyrrolidine-2-carbonyl)-L-alanine C(C)(C)(C)OC(=O)N1[C@H](C[C@@H](C1)C1=CC=CC=C1)C(=O)N[C@@H](C)C(=O)O